Br.BrC1=CC(=C(C=C1OC)C1CNCC1)OC 3-(4-bromo-2,5-dimethoxyphenyl)pyrrolidine hydrobromide